2-[4-(trifluoromethyl)phenyl]-benzimidazole FC(C1=CC=C(C=C1)C=1NC2=C(N1)C=CC=C2)(F)F